C(C1=CC=CC=C1)OCCCCC1=C(N=C(S1)Br)C(=O)OC methyl 5-(4-(benzyloxy)butyl)-2-bromothiazole-4-carboxylate